CN(C1=C(SC2=C(N=CC=C21)I)C(=O)OCC)C ethyl 3-(dimethylamino)-7-iodothieno[2,3-c]pyridine-2-carboxylate